ON1C(OC2=C(C1C1=CC=C(C=C1)C(C)=O)C=CC=C2)C2=CC=CC=C2 1-(4-(3-hydroxy-2-phenyl-3,4-dihydro-2H-benzo[e][1,3]oxazin-4-yl)phenyl)ethan-1-one